1-[2-[[4-[4-(3-bromo-4-fluoro-phenyl)-5-oxo-1,2,4-oxadiazol-3-yl]-1,2,5-oxadiazol-3-yl]sulfanyl]ethyl]-3-(N-methylaminocarbamimidoyl)guanidine BrC=1C=C(C=CC1F)N1C(=NOC1=O)C=1C(=NON1)SCCNC(=N)NC(NNC)=N